2-chloro-3-(8-chloro-6-fluoro-1,2,3,4-tetrahydroquinolin-1-yl)-6-trifluoromethanesulfonylbenzonitrile ClC1=C(C#N)C(=CC=C1N1CCCC2=CC(=CC(=C12)Cl)F)S(=O)(=O)C(F)(F)F